BrC1=C(C=C2C(C(NC2=C1)=O)(C)C)C(=O)O 6-bromo-3,3-dimethyl-2-oxoindoline-5-carboxylic acid